N1-(2-(4-(2-(Ditetradecylamino)ethyl)piperazin-1-yl)ethyl)-N1,N2,N2-tritetradecylethane-1,2-diamine C(CCCCCCCCCCCCC)N(CCN1CCN(CC1)CCN(CCN(CCCCCCCCCCCCCC)CCCCCCCCCCCCCC)CCCCCCCCCCCCCC)CCCCCCCCCCCCCC